1,3,3a,4,5,9b-hexahydro-5,8-dimethyl-5-(tetrahydro-2,5-di-acetoxy-3-furyl)-naphtho[1,2-c]-furan-1,3-dione CC1(CC2C(C(OC2=O)=O)C2=CC(=CC=C12)C)C1C(OC(C1)OC(C)=O)OC(C)=O